(2R-3S,4R,5R)-2-(2-amino-6-methoxypurin-9-yl)-5-(hydroxymethyl)oxolane-3,4-diol NC1=NC(=C2N=CN(C2=N1)[C@@H]1O[C@@H]([C@@H]([C@@H]1O)O)CO)OC